O(CC(C)OCCCN(C)C)CC(C)OCCCN(C)C 3,3'-[oxybis(propyleneoxy)]bis[N,N-dimethylpropyl-amine]